COC(CCC(=O)NC1=C(C(=O)OC)C=CC=C1C)=O methyl 2-(4-methoxy-4-oxobutanoylamino)-3-methylbenzoate